C(CCCCCCC\C=C/C\C=C/CCCCC)(=O)OCC(COC(CCC(OCCCCCCCC)OCCCCCCCC)=O)COC(=O)OCCCN(CC)CC 3-[4,4-Bis(octyloxy)-1-oxobutoxy]-2-[[[[3-(diethylamino)propoxy]carbonyl]oxy]methyl]propyl (9Z,12Z)-9,12-octadecadienoate